CNC(C1=CC=C(C=C1)C1=NOC(=N1)C(F)(F)F)=O N-Methyl-4-[5-(trifluoromethyl)-1,2,4-oxadiazol-3-yl]benzamid